ClC1=NC=C(C(=N1)C=1C=C(C=CC1)N1C(OCCC1)=O)F 3-[3-(2-chloro-5-fluoro-pyrimidin-4-yl)phenyl]-1,3-oxazinan-2-one